C(C)(C)(C)C1=CC=C(C(=O)NC2=C(C=C(C=C2C(=C)C2=CC=CC=C2)C2=CC=CC=C2)C(C)C)C=C1 4-tert-butyl-N-(3-isopropyl-5-(1-phenylvinyl)-[1,1'-biphenyl]-4-yl)benzamide